COC1=CC(=C(C#N)C=C1OC)N 4,5-dimethoxy-2-aminobenzonitrile